Dimethylstearamide CCCCCCCCCCCCCCCCC(C)(C)C(=O)N